N-methyl-N-(tetrahydro-2H-pyran-4-yl)-5-(4,4,5,5-tetramethyl-1,3,2-dioxaborolan-2-yl)pyrimidin-2-amine CN(C1=NC=C(C=N1)B1OC(C(O1)(C)C)(C)C)C1CCOCC1